FC(C=1C=C2C=NC(=NC2=C(C1)C1CC2(CN(C2)C(=O)OC(C)(C)C)C1)NC1CCN(CC1)S(=O)(=O)C)F tert-butyl 6-(6-(difluoromethyl)-2-((1-(methylsulfonyl)piperidin-4-yl)amino)quinazolin-8-yl)-2-azaspiro[3.3]heptane-2-carboxylate